C1(CC1)C(=O)NC1=NC=C(C(=O)NC([2H])([2H])[2H])C(=C1)NC1=CC=C2C=NN(C2=C1OC)C1CC1 6-(Cyclopropanecarboxamido)-4-((1-cyclopropyl-7-methoxy-1H-indazol-6-yl)amino)-N-(methyl-d3)nicotinamide